5-(benzo[d]thiazol-6-yl)-1-(6-methylpyridin-2-yl)-N-(4-(methylsulfonyl)phenyl)-1H-pyrazole-3-carboxyamide S1C=NC2=C1C=C(C=C2)C2=CC(=NN2C2=NC(=CC=C2)C)CC(=O)NC2=CC=C(C=C2)S(=O)(=O)C